3,5-dimethyl-2-(6-((1-methylpiperidin-3-yl)amino)pyridazin-3-yl)phenol CC=1C(=C(C=C(C1)C)O)C=1N=NC(=CC1)NC1CN(CCC1)C